F[C@@H]1[C@]2(CCC[C@@](C[C@@H]1OC1=CC=C(N=N1)C=1C=C3C=CN(C(C3=CC1O)=O)C)(N2)C)C 6-(6-(((1r,2r,3s,5s)-2-fluoro-1,5-dimethyl-9-azabicyclo[3.3.1]non-3-yl)oxy)pyridazin-3-yl)-7-hydroxy-2-methylisoquinolin-1(2H)-one